1-(((1,1,1,3,3,3-hexafluoropropan-2-yl)oxy)methyl)-4-vinylbenzene FC(C(C(F)(F)F)OCC1=CC=C(C=C1)C=C)(F)F